[Na+].P(=O)([O-])([O-])OC[C@@H](COC(CCCCCCC\C=C/CCCCCCCC)=O)OC(CCCCCCC\C=C/CCCCCCCC)=O.[Na+] 1,2-DI(cis-9-octadecenoyl)-SN-glycerol 3-phosphate sodium salt